CO[C@H]1[C@@H](COC2=C1C=CC=C2)NC([C@@H](C)C2=CC=CC=C2)=O (2S)-N-((trans)-4-methoxy-3,4-dihydro-2H-1-benzopyran-3-yl)-2-phenylpropanamide